(6-bromo-4-methylpyridin-3-yl)benzene-1,2-diamine BrC1=CC(=C(C=N1)C1=C(C(=CC=C1)N)N)C